NC1CC2(C1)CC(C2)C(=O)NC=2C=NC(=CC2Cl)Cl 2-amino-N-(4,6-dichloro-3-pyridyl)spiro[3.3]heptane-6-carboxamide